C(C)(C)OC1=CC(=NC=C1)C1=NN=C(O1)NC1=NC=CC=C1C 5-(4-isopropoxypyridin-2-yl)-N-(3-methylpyridin-2-yl)-1,3,4-oxadiazol-2-amine